C(C)(C)C=1C=C(C=CC1)NC(OC1=CC=CC=C1)=O phenyl (3-isopropylphenyl)carbamate